rac-2-((2R,5S)-5-methyl-2-(thiophen-2-yl)piperidin-1-yl)-N-(5-methylpyridin-3-yl)-2-oxoacetamide C[C@H]1CC[C@@H](N(C1)C(C(=O)NC=1C=NC=C(C1)C)=O)C=1SC=CC1 |r|